ClC1=C(C=CC(=C1)Cl)C1C(C2=CC=C(CC2CC1)C(=O)OC)=O methyl 2-(2,4-dichlorophenyl)-1-oxo-tetrahydronaphthalene-6-carboxylate